(rac)-tert-Butyl 6-(4-bromobenzyl)-2-azaspiro[3.4]octane-2-carboxylate BrC1=CC=C(C[C@@H]2CC3(CN(C3)C(=O)OC(C)(C)C)CC2)C=C1 |r|